BrC=1C=CC(=NC1)O[C@@H]1C[C@@H](N(C1)C(=O)OC(C)(C)C)C tert-butyl (2S,4R)-4-[(5-bromo-2-pyridyl)oxy]-2-methyl-pyrrolidine-1-carboxylate